N-((1-(2-(tert-butylamino)-2-oxoethyl)piperidin-4-yl)methyl)benzamide C(C)(C)(C)NC(CN1CCC(CC1)CNC(C1=CC=CC=C1)=O)=O